OCCS(=O)(=O)C1=CC=C(C=C1)C1=CC=C(C=C1)CC1=CC=C(C=C1)N1N=C(C=C1C)C(=O)N 1-(4-((4'-((2-hydroxyethyl)sulfonyl)-[1,1'-biphenyl]-4-yl)methyl)phenyl)-5-methyl-1H-pyrazole-3-carboxamide